isopropyl-5-methyl-1H-pyrazol-3-amine C(C)(C)N1N=C(C=C1C)N